C(C1=CC=CC=C1)[C@H]1N(C(OC1)=O)C([C@@H]([C@H](CCOCC1=CC=C(C=C1)OC)O)C=C)=O (R)-4-benzyl-3-((2R,3S)-3-hydroxy-5-((4-methoxybenzyl)oxy)-2-vinylpentanoyl)oxazolidin-2-one